FC1=C(C=CC=C1)C1=NC2=CC=C(C=C2C=C1C1=C(C=CC=C1)OC)NC(=O)NCC(CC)O 1-(2-(2-fluorophenyl)-3-(2-methoxyphenyl)quinolin-6-yl)-3-(2-hydroxybutyl)urea